FC1=CC=C(CN(C2CCN(CC2)C(=O)N2CC(C3=NC(=CC=C32)C)(C)C)C)C=C1 (4-((4-Fluorobenzyl)(methyl)amino)piperidin-1-yl)(3,3,5-trimethyl-2,3-dihydro-1H-pyrrolo[3,2-b]pyridin-1-yl)methanone